N1C=CC2=CC(=CC=C12)S(=O)(=O)N1CCN(CC1)C(=O)NC1=CC=C(C=C1)C(F)(F)F 4-((1H-indol-5-yl)sulfonyl)-N-(4-(trifluoromethyl)phenyl)piperazine-1-carboxamide